N[C@H]([C@@H](CN(S(=O)(=O)C1=CC=C(C=C1)OC)C[C@H](C)O)O)CC1=CC=CC=C1 N-((2R,3S)-3-amino-2-hydroxy-4-phenylbutyl)-N-((S)-2-hydroxypropyl)-4-methoxybenzenesulphonamide